C1(CC1)CN1N=CC(=C1)N1C(SC=C1)C=1C=NNC1 N-[1-(cyclopropylmethyl)-1H-pyrazol-4-yl]-2-(1H-pyrazol-4-yl)-1,3-thiazole